CC(C(C)OC(COC(=O)C1CC1)(C)C)=CC(C)C (E)-cyclopropanecarboxylic acid 2-((3,5-dimethylhex-3-en-2-yl) oxy)-2-methylpropyl ester